C1(=CC=CC=C1)OC(NC1=CC=CC=2C=C(OC21)C)=O N-(2-methyl-1-benzofuran-7-yl)carbamic acid phenyl ester